(S)-2-amino-2-(6-methoxypyridin-2-yl)ethanol hydrochloride Cl.N[C@H](CO)C1=NC(=CC=C1)OC